4-bromo-2,5-dichlorotoluene BrC1=CC(=C(C)C=C1Cl)Cl